C(C)OC1=NC=CC=C1C1=CC(=C2C(=N1)C(=NN2[C@H](CC)C)C)NCC=2OC(=NN2)C (S)-5-(2-ethoxy-3-pyridinyl)-3-methyl-N-[(5-methyl-1,3,4-oxadiazol-2-yl)methyl]-1-[1-methylpropyl]pyrazolo[4,3-b]pyridin-7-amine